N-(2-fluoro-4-((6,7-dimethoxyquinolin-4-yl)oxy)phenyl)-2-(4-chloro-3-(trifluoromethyl)phenyl)acetamide FC1=C(C=CC(=C1)OC1=CC=NC2=CC(=C(C=C12)OC)OC)NC(CC1=CC(=C(C=C1)Cl)C(F)(F)F)=O